7-[(1S)-2-methoxy-1-methyl-ethyl]-2-[[3-[(2S,3R)-2-methyloxetan-3-yl]oxy-1-(methyl-d3)pyrazol-4-yl]amino]pyrrolo[2,3-d]pyrimidine-6-carbonitrile COC[C@H](C)N1C(=CC2=C1N=C(N=C2)NC=2C(=NN(C2)C([2H])([2H])[2H])O[C@H]2[C@@H](OC2)C)C#N